ClC=1C=C2C(=NC(=NC2=C(C1C1=C(C=CC2=C1N=CO2)C)F)N2CC(C2)N(C)C)N2C[C@H](N(C[C@@H]2C)C(C=C)=O)C 1-((2R,5S)-4-(6-chloro-2-(3-(dimethylamino)azetidin-1-yl)-8-fluoro-7-(5-methylbenzo[d]oxazol-4-yl)quinazolin-4-yl)-2,5-dimethylpiperazin-1-yl)prop-2-en-1-one